C(C)(C)(C)OC(=O)N1CC2CCC(C1)N2C2=CC(=NC1=C(C(=C3C(=C21)COC3)Br)Cl)SC 8-(4-Bromo-5-chloro-7-methylsulfanyl-1,3-dihydrofuro[3,4-f]quinolin-9-yl)-3,8-diazabicyclo[3.2.1]octane-3-carboxylic acid tert-butyl ester